tert-butyl N-[2,4-difluoro-3-[1-(1-[[2-(trimethylsilyl)ethoxy]methyl]imidazol-2-yl)imidazo[1,5-a]pyrazin-6-yl]phenyl]carbamate FC1=C(C=CC(=C1C=1N=CC=2N(C1)C=NC2C=2N(C=CN2)COCC[Si](C)(C)C)F)NC(OC(C)(C)C)=O